5-((2-aminoethyl)amino)-4-oxopentanoic acid ethyl ester C(C)OC(CCC(CNCCN)=O)=O